OCC(CO)CCC(CO)CO 2,5-dihydroxymethyl-1,6-hexanediol